2-chloro-7-(1-hydroxycyclopropyl)-7,8-dihydro-1,6-naphthyridine-6(5H)-carboxylic acid tert-butyl ester C(C)(C)(C)OC(=O)N1CC=2C=CC(=NC2CC1C1(CC1)O)Cl